FC(COC=1C=C(C2=NN(C(C(=C2N1)C1=CC=C(C=C1)OC(F)F)=O)C1=CC2=CN(N=C2C=C1)C)CN(C)C)F 6-(2,2-difluoroethoxy)-4-(4-(difluoromethoxy)phenyl)-8-((dimethylamino)methyl)-2-(2-methyl-2H-indazol-5-yl)pyrido[3,2-c]pyridazin-3(2H)-one